2-[4-phenyl-2-(propan-2-yl)imidazo[1,2-a]1,8-naphthyridin-8-yl]-1,3,4-oxadiazole C1(=CC=CC=C1)C=1C=2C=CC=3N(C2N=C(C1)C(C)C)C=C(N3)C=3OC=NN3